C1=NC=C(C2=CC=CC=C12)N1C(NC2=C(C1=O)SC(=C2)C=2OC=CN2)=O 3-(Isoquinolin-4-yl)-6-(oxazol-2-yl)thieno[3,2-d]pyrimidine-2,4(1H,3H)-dione